FC1(CCN(CC1)S(=O)(=O)C=1C=C(C(=O)O)C=CC1NCCCCCCCC(F)(F)F)F 3-((4,4-difluoropiperidin-1-yl)sulfonyl)-4-((8,8,8-trifluorooctyl)amino)benzoic acid